2-(4-fluoro-2-methyl-phenoxy)-4-methyl-N-[3-(methylsulfonyl)phenyl]-5-(trifluoromethyl)pyridine-3-carboxamide FC1=CC(=C(OC2=NC=C(C(=C2C(=O)NC2=CC(=CC=C2)S(=O)(=O)C)C)C(F)(F)F)C=C1)C